Cl.Cl.FC1=CC=C(C=N1)OC1(CCC1)N (6-Fluoropyridin-3-yl)oxylcyclobutanamine dihydrochloride